CC12CNCC(CC1)N2 1-methyl-3,8-diazabicyclo[3.2.1]octane